N-(1'-(2-(1,1-difluoro-2-methoxyethyl)pyrimidin-4-yl)-1',2'-dihydrospiro[cyclopropane-1,3'-pyrrolo[3,2-c]pyridin]-6'-yl)acetamide FC(COC)(F)C1=NC=CC(=N1)N1CC2(C=3C=NC(=CC31)NC(C)=O)CC2